tert-Butyl 4-[1-[1-(4-chlorophenyl)-2-[(5-chloro-2-pyridyl)methyl]-7-fluoro-1-hydroxy-3-oxo-isoindolin-5-yl]-1-hydroxy-ethyl]piperidine-1-carboxylate ClC1=CC=C(C=C1)C1(N(C(C2=CC(=CC(=C12)F)C(C)(O)C1CCN(CC1)C(=O)OC(C)(C)C)=O)CC1=NC=C(C=C1)Cl)O